1,8-Dibromooctane BrCCCCCCCCBr